mercury telluride selenium [Se].[Hg]=[Te]